N1(C=NC=C1)CC(C=O)C1=CC=CC=C1 (1H-imidazolylmethyl)-phenylacetaldehyde